CN1CC2=CC(=C(C=C2CC1)C#N)[N+](=O)[O-] 2-methyl-7-nitro-1,2,3,4-tetrahydroisoquinoline-6-carbonitrile